FC1=CC=C2C(=CC(N(C2=C1CC=O)C)=O)COC 2-(7-fluoro-4-(methoxymethyl)-1-methyl-2-oxo-1,2-dihydroquinolin-8-yl)acetaldehyde